C1(CCCC1)P(C1=CC=C(C=C1)CC)C1CCCC1 dicyclopentyl-(4-ethylphenyl)phosphine